(S)-2-(6,8-dimethyl-4-oxopyrrolo[1,2-d][1,2,4]triazin-3(4H)yl)-N-(1-(4-(trifluoromethoxy)phenyl)ethyl)acetamide CC1=CC(=C2N1C(N(N=C2)CC(=O)N[C@@H](C)C2=CC=C(C=C2)OC(F)(F)F)=O)C